BrC=1C(=CC=C2C(CCOC12)=O)OC(C1=CC=C(C#N)C=C1)C1=CC=NC=C1 4-(((8-bromo-4-oxochroman-7-yl)oxy)(pyridin-4-yl)methyl)benzonitrile